N1(CCOCC1)C1=CC=C(C=N1)C1=NC(=C2C(=N1)N(N=C2)C2=CC=CC=C2)NC(=O)C=2SC(=CC2)[N+](=O)[O-] N-(6-(6-morpholinylpyridin-3-yl)-1-phenyl-1H-pyrazolo[3,4-d]pyrimidin-4-yl)-5-nitrothiophene-2-carboxamide